FC1=C2CN(C(C2=CC=C1N1CCN(CC1)CC1CCC(CC1)OC1CCN(CC1)C1=NC=CC(=C1)C1=NNC2=CC=C(C=C12)OC1(CC1)C)=O)C1C(NC(CC1)=O)=O 3-[4-fluoro-5-[4-[[4-[[1-[4-[5-(1-methylcyclopropoxy)-1H-indazol-3-yl]-2-pyridyl]-4-piperidyl]oxy]cyclohexyl]methyl]piperazin-1-yl]-1-oxo-isoindolin-2-yl]piperidine-2,6-dione